(3S,4R)-3-fluoro-N-[2-(3-{[2-methoxy-4-(propane-2-sulfonyl)phenyl]amino}prop-1-yn-1-yl)-3-[(trifluoromethyl)sulfanyl]imidazo[1,2-a]pyridin-8-yl]-1-methylpiperidin-4-amine F[C@H]1CN(CC[C@H]1NC=1C=2N(C=CC1)C(=C(N2)C#CCNC2=C(C=C(C=C2)S(=O)(=O)C(C)C)OC)SC(F)(F)F)C